CN(C1CCN(CC1)C(=O)C1=CC=C(C=C1)N1N=C(C(C1=O)NNC1=C(C=C(C=C1)F)OC(C)C)C1=CC=CC=C1)C 2-(4-(4-(dimethylamino)piperidine-1-carbonyl)phenyl)-4-(2-(4-fluoro-2-isopropoxyphenyl)hydrazino)-5-phenyl-2,4-dihydro-3H-pyrazol-3-one